2-Chlorophenetyl 3-deoxy-3-[4-(3,4,5-trifluorophenyl)-1H-1,2,3-triazol-1-yl]-1-thio-α-D-galactopyranoside FC=1C=C(C=C(C1F)F)C=1N=NN(C1)[C@@H]1[C@H]([C@@H](SC2=C(C=C(C=C2)OCC)Cl)O[C@@H]([C@@H]1O)CO)O